4-((4-((2-fluorophenyl)ethynyl)benzoylamino)methyl)-N-methyltetrahydro-2H-pyran-4-carboxamide FC1=C(C=CC=C1)C#CC1=CC=C(C(=O)NCC2(CCOCC2)C(=O)NC)C=C1